1-(2-(benzylamino)-2-oxoethyl)-1-(2-((2-(methoxycarbonyl)-4-methylthiophen-3-yl)amino)-2-oxoethyl)azepan-1-ium C(C1=CC=CC=C1)NC(C[N+]1(CCCCCC1)CC(=O)NC1=C(SC=C1C)C(=O)OC)=O